8-chloro-2-fluoro-6-(methoxymethoxy)naphthalen-1-yl trifluoromethanesulfonate FC(S(=O)(=O)OC1=C(C=CC2=CC(=CC(=C12)Cl)OCOC)F)(F)F